3-(5-chloro-3,3-dimethyl-3,4-dihydro-isoquinolin-1-yl)quinoline ClC1=C2CC(N=C(C2=CC=C1)C=1C=NC2=CC=CC=C2C1)(C)C